BrC1=CC2=C(N=C(N=C2N[C@H](C)C=2C(=C(C=CC2)C(C(C(C)(C)C)=O)(F)F)F)C)C=N1 1-(3-{(1R)-1-[(6-bromo-2-methylpyrido[3,4-d]pyrimidin-4-yl)amino]ethyl}-2-fluorophenyl)-1,1-difluoro-3,3-dimethylbutan-2-one